3-[3-(dimethylphosphorylmethyl)-5-fluoro-phenyl]-2,7-dimethyl-4,5,6,7-tetrahydropyrazolo[3,4-c]pyridine CP(=O)(C)CC=1C=C(C=C(C1)F)C=1N(N=C2C(NCCC21)C)C